The molecule is a crystalline complex formed from a 1:1 mixture of melamine and cyanuric (isocyanuric) acid, held together by an extensive two-dimensional network of hydrogen bonds between the two compounds. It contains a melamine and an isocyanuric acid. C1(=NC(=NC(=N1)N)N)N.C1(=O)NC(=O)NC(=O)N1